4-((5-chloropyridin-2-yl)((8-methyl-4-oxochroman-7-yl)oxy)methyl)benzonitrile ClC=1C=CC(=NC1)C(C1=CC=C(C#N)C=C1)OC1=CC=C2C(CCOC2=C1C)=O